6-fluoro-3-iodo-1-isopropylindole FC1=CC=C2C(=CN(C2=C1)C(C)C)I